5-(trifluoromethoxy)isoindoline calcium-indium phosphate P(=O)([O-])([O-])[O-].[In+3].[Ca+2].FC(OC=1C=C2CNCC2=CC1)(F)F